4-(5-(4-(2-oxopyrrolidin-1-yl)phenyl)pyridin-3-yl)-N-phenyl-1H-pyrrolo[2,3-b]pyridine-2-carboxamide O=C1N(CCC1)C1=CC=C(C=C1)C=1C=C(C=NC1)C1=C2C(=NC=C1)NC(=C2)C(=O)NC2=CC=CC=C2